BrC=1C=C(C=CC1)C1(C=2C(N(C=3C(C(CC(C13)=O)(C)C)F)COCC[Si](C)(C)C)=NN(C2)COCC[Si](C)(C)C)CC 4-(3-bromophenyl)-4-ethyl-8-fluoro-7,7-dimethyl-2,9-bis((2-(trimethylsilyl)ethoxy)methyl)-2,4,6,7,8,9-hexahydro-5H-pyrazolo[3,4-b]quinolin-5-one